2-(trans-3-((5-(3-(2,2-Difluoroethyl)-2-methyl-3H-imidazo[4,5-b]pyridin-5-yl)-4-(methylamino)pyrrolo[2,1-f][1,2,4]triazin-2-yl)amino)cyclobutyl)propan-2-ol FC(CN1C(=NC=2C1=NC(=CC2)C=2C=CN1N=C(N=C(C12)NC)N[C@@H]1C[C@H](C1)C(C)(C)O)C)F